[Si](C)(C)(C(C)(C)C)O[C@H]1C[C@H](CN[C@H]1C)NC=1C2=C(N=CN1)NC=C2 N-((3R,5S,6S)-5-(tert-Butyldimethylsilyloxy)-6-methylpiperidin-3-yl)-7H-pyrrolo[2,3-d]pyrimidin-4-amine